(E)-(((1R,3r,5S)-3-((5-cyclopropyl-3-(2,6-dichlorophenyl)isoxazol-4-yl)methoxy)-8-azabicyclo[3.2.1]octan-8-yl)methylene)-3-methylbenzhydrazide C1(CC1)C1=C(C(=NO1)C1=C(C=CC=C1Cl)Cl)COC1C[C@H]2CC[C@@H](C1)N2\C=N\NC(C2=CC(=CC=C2)C)=O